CC1=CC=CC(N1C1=CC=NC=C1)=O 6-methyl-2H-[1,4'-bipyridyl]-2-one